CN1CCC(CC1)C(=O)C1=CC=CC(=N1)NC(CCC)=O N-[6-(1-Methyl-piperidine-4-carbonyl)-pyridin-2-yl]-butanamide